CC=1C=CC(=C(N)C1)C1OCCC1 5-methyl-2-(oxolan-2-yl)aniline